[1-[6-(2,4-dioxo-1H-pyrimidin-5-yl) furo[2,3-d]pyrimidin-4-yl]-4,4-difluoro-pyrrolidin-3-yl] 8-oxa-3-azabicyclo[3.2.1]octane-3-carboxylate C12CN(CC(CC1)O2)C(=O)OC2CN(CC2(F)F)C=2C1=C(N=CN2)OC(=C1)C=1C(NC(NC1)=O)=O